2-chloro-4-[3-(4-hydroxyphenyl)-4,4-dimethyl-5-oxo-2-thioxoimidazolidin-1-yl]benzonitrile ClC1=C(C#N)C=CC(=C1)N1C(N(C(C1=O)(C)C)C1=CC=C(C=C1)O)=S